ClC1=C2C(=NC=C1)NC(=C2C2=CC=C1CCN(C1=C2)C(C=C)=O)C2=CC(=C(C=C2)N2CCN(CC2)C)F 1-(6-(4-chloro-2-(3-fluoro-4-(4-methylpiperazin-1-yl)phenyl)-1H-pyrrolo[2,3-b]pyridin-3-yl)indolin-1-yl)prop-2-en-1-one